(2S,5R)-2-(N-((tert-butoxycarbonyl) glycyl) carbamimidoyl)-7-oxo-1,6-diazabicyclo[3.2.1]octan-6-yl hydrogen sulfate S(=O)(=O)(ON1[C@@H]2CC[C@H](N(C1=O)C2)C(NC(CNC(=O)OC(C)(C)C)=O)=N)O